(R)-1-(1-((benzyloxy)methyl)-2,2-difluorocyclopropyl)-N-methylmethanamine C(C1=CC=CC=C1)OC[C@]1(C(C1)(F)F)CNC